C(C1=CC=CC=C1)OC(=O)N[C@H](C(=O)OC(C1=CC=CC=C1)(C1=CC=CC=C1)C1=C(C=CC=C1)Cl)CCCCNC(=O)OCC1C2=CC=CC=C2C=2C=CC=CC12 [(2-chlorophenyl)-diphenylmethyl] (2S)-2-(benzyloxycarbonylamino)-6-(9H-fluoren-9-ylmethoxycarbonylamino)hexanoate